C(C)(C)(C)OC(=O)\N=N/C(OC(C)(C)C)=O t-butyl (NZ)-N-tert-butoxycarbonyliminocarbamate